BrC1=C(NC)C(=CC=C1F)[N+](=O)[O-] 2-bromo-3-fluoro-N-methyl-6-nitroaniline